C(C)NC(=O)N1[C@H]([C@H](CCC1)NS(=O)(=O)C)CC=1C=C(C=CC1)C1=CC(=CC=C1)F cis-N-ethyl-2-((3'-fluorobiphenyl-3-yl)methyl)-3-((methylsulfonyl)amino)piperidine-1-carboxamide